(3R,4R)-tert-butyl 3-(((5-chloro-2-((1-methyl-1H-pyrazol-4-yl)amino)-7H-pyrrolo[2,3-d]pyrimidin-4-yl)oxy)methyl)-4-methoxypyrrolidine-1-carboxylate ClC1=CNC=2N=C(N=C(C21)OC[C@H]2CN(C[C@@H]2OC)C(=O)OC(C)(C)C)NC=2C=NN(C2)C